4-((1S)-1-((2R)-1-((4'-carbamoyl-6-hydroxy-2'-methyl-1,2,3,4,5,6-hexahydro-[1,1'-biphenyl]-3-yl)methyl)pyrrolidine-2-carboxamido)ethyl)benzoic acid C(N)(=O)C1=CC(=C(C=C1)C1CC(CCC1O)CN1[C@H](CCC1)C(=O)N[C@@H](C)C1=CC=C(C(=O)O)C=C1)C